O=C1NC(CCC1N1C(C2=CC=CC(=C2C1=O)NC1CC2(C1)CCC(CC2)N(C(OC(C)(C)C)=O)C)=O)=O tert-butyl N-[2-[[2-(2,6-dioxo-3-piperidyl)-1,3-dioxo-isoindolin-4-yl]amino]spiro[3.5]nonan-7-yl]-N-methyl-carbamate